2-[4-(4-chlorophenyl)-2-(trifluoromethyl)phenyl]-1-(1H-1,2,4-triazol-1-yl)propan-2-ol ClC1=CC=C(C=C1)C1=CC(=C(C=C1)C(CN1N=CN=C1)(C)O)C(F)(F)F